N,N'-bis[4-(diphenylamino)phenyl]-N,N'-di-1-naphthyl-biphenyl-4,4'-diamine C1(=CC=CC=C1)N(C1=CC=C(C=C1)N(C1=CC=C(C=C1)C1=CC=C(C=C1)N(C1=CC=CC2=CC=CC=C12)C1=CC=C(C=C1)N(C1=CC=CC=C1)C1=CC=CC=C1)C1=CC=CC2=CC=CC=C12)C1=CC=CC=C1